3,8-dibromo-1,6-diisopropylpyrene BrC=1C=C(C2=CC=C3C(=CC(=C4C=CC1C2=C43)C(C)C)Br)C(C)C